4-Bromo-3,5-difluoro-N-hydroxy-benzimidoyl chloride BrC1=C(C=C(C(=NO)Cl)C=C1F)F